ClC=1C(=CC2=C(N(C=N2)CC)C1F)I 6-chloro-1-ethyl-7-fluoro-5-iodo-1H-benzo[d]imidazole